NC1=C(CN[C@@H]2CC[C@H](CC2)O)C=C(C=C1Br)Br trans-4-[(2-amino-3,5-dibromobenzyl)amino]cyclohexanol